Cl.ClC=1C=C(C=CC1)C1CCNCC1 4-(3-Chlorophenyl)piperidine hydrochloride